N/C(/C#N)=C(/C#N)\N 2,3-diaminomaleonitrile